t-butyl (2-(3-(2-hydroxy-4-(trifluoromethyl) phenyl)-1H-1,2,4-triazol-5-yl) phenyl) carbonate C(OC(C)(C)C)(OC1=C(C=CC=C1)C1=NC(=NN1)C1=C(C=C(C=C1)C(F)(F)F)O)=O